NC1=C(SC2=NC(=CN=C21)C)C(=O)NC2CC=1C(=CC(=NC1CC2)N2CC(C(C2)CF)N)F 7-amino-N-{2-[3-amino-4-(fluoromethyl)pyrrolidin-1-yl]-4-fluoro-5,6,7,8-tetrahydroquinolin-6-yl}-3-methylthieno[2,3-b]pyrazine-6-carboxamide